Cl.NCC=1SC(=CN1)S(=O)(=O)C=1C=C(C=C(C1)C1=CC=CC=C1)C(=O)OC Methyl 5-((2-(aminomethyl)thiazol-5-yl)sulfonyl)-[1,1'-biphenyl]-3-carboxylate hydrochloride